2-{6-[(3S)-3-[(cyclopropylmethyl)amino]-3-methylpyrrolidin-1-yl]pyridazin-3-yl}-5-(6-methoxypyrimidin-4-yl)phenol C1(CC1)CN[C@@]1(CN(CC1)C1=CC=C(N=N1)C1=C(C=C(C=C1)C1=NC=NC(=C1)OC)O)C